(S)-3-(6-((4-(3-Aminopiperidin-1-yl)-5-(1-(2,2,2-trifluoroethyl)-1H-pyrazol-4-yl)pyridin-2-yl)amino)-1H-pyrazolo[3,4-b]pyridin-1-yl)propan-1-ol N[C@@H]1CN(CCC1)C1=CC(=NC=C1C=1C=NN(C1)CC(F)(F)F)NC1=CC=C2C(=N1)N(N=C2)CCCO